cyclohexyl-1-propanoic acid C1(CCCCC1)C(C(=O)O)C